4'-((5-chloro-2-((2-methoxy-4-(7-methyl-2,7-diazaspiro[3.5]nonan-2-yl)phenyl)amino)pyrimidin-4-yl)oxy)-2'-methylspiro[cyclobutane-1,1'-isoindolin]-3'-one ClC=1C(=NC(=NC1)NC1=C(C=C(C=C1)N1CC2(C1)CCN(CC2)C)OC)OC2=C1C(N(C3(C1=CC=C2)CCC3)C)=O